1-(3-(hydroxymethyl)-3-methylazetidin-1-yl)ethan-1-one OCC1(CN(C1)C(C)=O)C